C1(=CC=CC=C1)C=1OC(=C(N1)N1C(N=C(C(=C1)C)N1N=CN=C1)=O)C1=CC=CC=C1 1-(2,5-diphenyloxazol-4-yl)-5-methyl-4-(1H-1,2,4-triazol-1-yl)pyrimidin-2(1H)-one